((1-(5'-acetyl-2-fluoro-2'-(methoxymethoxy)-[1,1'-biphenyl]-4-yl)-2,2,2-trifluoroethyl)amino)-4-fluoro-4-methylpentanoic acid ethyl ester C(C)OC(C(CC(C)(C)F)NC(C(F)(F)F)C1=CC(=C(C=C1)C1=C(C=CC(=C1)C(C)=O)OCOC)F)=O